FC1=CC(=C(C=C1)\C=N\OCC1=C(C=CC=C1C)\C(\C(=O)OC)=N/OC)C(F)(F)F methyl (2E)-2-[2-[[(E)-[4-fluoro-2-(trifluoromethyl)phenyl]methyleneamino]-oxymethyl]-3-methyl-phenyl]-2-methoxyimino-acetate